2-[4-[(2-isopropyl-4-methyl-3-pyridyl)amino]pyrazolo[4,3-c]pyridin-1-yl]-N,N-dimethyl-acetamide C(C)(C)C1=NC=CC(=C1NC1=NC=CC2=C1C=NN2CC(=O)N(C)C)C